7-fluoro-6-methoxy-2-methyl-quinazoline-4-thiol FC1=C(C=C2C(=NC(=NC2=C1)C)S)OC